[O-]OOO[O-].[Na+].[Na+] sodium pentoxide